(6S)-12-({5-[4-(dimethylphosphoryl)phenyl]pyridin-2-yl}amino)-8-oxa-2,10-diazatricyclo[7.4.0.02,6]trideca-1(9),10,12-trien-3-one CP(=O)(C)C1=CC=C(C=C1)C=1C=CC(=NC1)NC=1C=NC=2OC[C@@H]3CCC(N3C2C1)=O